N-(3-(N-(tert-butyl)sulfamoyl)phenyl)-2-fluoronicotinamide C(C)(C)(C)NS(=O)(=O)C=1C=C(C=CC1)NC(C1=C(N=CC=C1)F)=O